2-(phenylphenylthio)ethyl acrylate C(C=C)(=O)OCCSC1=C(C=CC=C1)C1=CC=CC=C1